6-Isopropyl-decahydro-2-naphthalenone C(C)(C)C1CC2CCC(CC2CC1)=O